ethylene glycol methyl butyl ether maleate C(\C=C/C(=O)O)(=O)O.C(CCC)OCCOC